ClC1=CC(=NC=C1)C=1C=C(C(=O)O)C=CC1NC1=CC=C(C=C1)C(F)(F)F 3-(4-chloro-2-pyridyl)-4-[4-(trifluoromethyl)anilino]benzoic acid